tert-butyl (2R,4S)-2-(((S)-1-((4-(N-((benzyloxy)carbonyl)carbamimidoyl)benzyl)amino)-1-oxopropan-2-yl)carbamoyl)-4-phenoxypyrrolidine-1-carboxylate C(C1=CC=CC=C1)OC(=O)NC(=N)C1=CC=C(CNC([C@H](C)NC(=O)[C@@H]2N(C[C@H](C2)OC2=CC=CC=C2)C(=O)OC(C)(C)C)=O)C=C1